ClC=1C=NC(=C(C(=O)NC2CCC(CC2)CN2C(N(C3=C2C=CC=C3)C3=NC=C(C=C3)N(C)C)=O)C1)C 5-chloro-N-((1r,4r)-4-((3-(5-(dimethylamino)pyridin-2-yl)-2-oxo-2,3-dihydro-1H-benzo[d]imidazol-1-yl)methyl)cyclohexyl)-2-methylnicotinamide